2-[2-[2-(2-Benzyloxy-1-methyl-ethoxy)ethoxy]ethyl]isoindoline-1,3-dione C(C1=CC=CC=C1)OCC(OCCOCCN1C(C2=CC=CC=C2C1=O)=O)C